COC1=CC=C(CN(S(=O)(=O)C2=C(C=CC(=C2C=2N=NN(N2)CC2=CC=C(C=C2)OC)I)SC2CC(C2)NC(OC(C)(C)C)=O)CC2=CC=C(C=C2)OC)C=C1 tert-butyl (3-((2-(N,N-bis(4-methoxybenzyl)sulfamoyl)-4-iodo-3-(2-(4-methoxybenzyl)-2H-tetrazol-5-yl)phenyl)thio)cyclobutyl)carbamate